BrC=1C=CC(=NC1)CNC1CCCC2=CC=CC(=C12)F N-((5-bromopyridin-2-yl)methyl)-8-fluoro-1,2,3,4-tetrahydronaphthalen-1-amine